BrC=1C=C(C=CC1)C(CCOCC(C#N)(C)C)(C=O)C 3-(3-(3-bromophenyl)-3-methyl-4-oxobutoxy)-2,2-dimethylpropane-nitrile